(3,3,4,4,5,5,6,6,6-nonafluorohexyl)sulfane FC(CCS)(C(C(C(F)(F)F)(F)F)(F)F)F